FC1=C(C=CC(=C1)CNC1=C2C(=NC=C1)N(N=C2)C)S(=O)(=O)N 2-Fluoro-4-(((1-methyl-1H-pyrazolo[3,4-b]pyridin-4-yl)amino)methyl)benzenesulfonamide